tert-butyl (10-(2-(9H-fluoren-9-yl)acetamido)decyl)carbamate C1=CC=CC=2C3=CC=CC=C3C(C12)CC(=O)NCCCCCCCCCCNC(OC(C)(C)C)=O